COCCN1C=NC=2C1=NC(=CC2N2CCOCC2)N2N=C(CCC2=O)C=2C=C(C=CC2)C 2-(3-(2-methoxyethyl)-7-morpholino-3H-imidazo[4,5-b]pyridin-5-yl)-6-(m-tolyl)-4,5-dihydropyridazin-3(2H)-one